4-((2-((Cyclopentyloxy)methyl)-3'-cyclopropyloxy-2'-fluoro-5'-methoxy-[1,1'-biphenyl]-4-yl)amino)tetrahydro-2H-pyran-4-carboxylic acid C1(CCCC1)OCC1=C(C=CC(=C1)NC1(CCOCC1)C(=O)O)C1=C(C(=CC(=C1)OC)OC1CC1)F